FC1=CC=C(C=C1)C=1C=C(C2=CC=CC=C2C1)N1[13C](=CC2=CC=CC=C12)C1=CC=CC=C1 N-(3-p-fluorophenylnaphthyl)-2-(phenyl)-indole-13C